FC=1C(=C(C=CC1F)S(=O)(=O)N1[C@@H](CCC1)C(=O)OC)O[C@H](C)CCCC=O Methyl ((3,4-difluoro-2-(((R)-6-oxohexan-2-yl)oxy)phenyl)sulfonyl)-L-prolinate